chromane-4-carboxamide O1CCC(C2=CC=CC=C12)C(=O)N